ClC1=CC=2C3=C(C=NC2C=C1)N=C(N3[C@H]3C[C@H](OCC3)C)CC=3N=CC(=NC3)C(O)[2H] [5-({8-chloro-1-[(2R,4R)-2-methyltetrahydro-2H-pyran-4-yl]-1H-imidazo[4,5-c]quinolin-2-yl}methyl)pyrazin-2-yl](2H1)methanol